N1=C(C=CC(=C1)S(=O)(=O)C1NCCCC12CCN(CC2)CCC(C)(C)C)C2=CC=NC=C2 ([2,4'-Bipyridin]-5-ylsulfonyl)-9-(3,3-dimethylbutyl)-2,9-diazaspiro[5.5]undecane